C1CCN2CCCC12 pyrrolizidine